OC(C(=O)O)(CC(=O)O)CC(C)C 2-hydroxy-2-isobutyl-succinic acid